NCCC1CCN(CC1)C(=O)[C@H](CC(C)C)N1C([C@@H](NCC1)CC(C)C)=O (S)-1-[(S)-1-{[4-(2-Aminoethyl)-1-piperidyl]carbonyl}-3-methylbutyl]-3-isobutyl-2-piperazinone